F[P-](F)(F)(F)(F)F.Cl[P+](N1CCCC1)(N1CCCC1)N1CCCC1 chlorotri(pyrrolidin-1-yl)phosphonium hexafluorophosphate